N-(2-aminoethyl)-3-aminopropanesulfonic acid NCCNCCCS(=O)(=O)O